(R)-3-Benzyl-9-(methylsulfonyl)-4-oxo-6-(trifluoromethyl)-2,3,4,9-tetrahydro-1H-carbazole-3-carbonitrile C(C1=CC=CC=C1)[C@]1(CCC=2N(C3=CC=C(C=C3C2C1=O)C(F)(F)F)S(=O)(=O)C)C#N